C(C)(C)(C)OC(NC([C@@H](N)N1[C@@H](CC(C1)(F)F)C#N)C)=O ((S)-1-((S)-2-cyano-4,4-difluoropyrrolidin-1-yl)-1-aminoprop-2-yl)carbamic acid tert-butyl ester